C1(CC1)NC1=NC=C(C(=N1)N[C@@H]1CNCCC1)C1=NC2=C(N1)C=CC(=C2)F (S)-N2-cyclopropyl-5-(5-fluoro-1H-benzo[d]imidazol-2-yl)-N4-(piperidin-3-yl)pyrimidine-2,4-diamine